N-(9-octadecenoyl)threonine C(CCCCCCCC=CCCCCCCCC)(=O)N[C@@H]([C@H](O)C)C(=O)O